ClC1=C2N=CN(C2=NC(=N1)N)CC1=C(C=C(C=C1)[N+](=O)[O-])F 6-chloro-9-(2-fluoro-4-nitrobenzyl)-9H-purin-2-amine